C(C)(C)(C)OC(=O)N1CC=2C=C(C=NC2C(C1)(F)F)N 3-amino-8,8-difluoro-5,7-dihydro-1,6-naphthyridine-6-carboxylic acid tert-butyl ester